CC1=CC=CC=C1S(=O)(=O)N[C@@H](CC2=CC=CC=C2)C(=O)O N-toluenesulfonyl-L-phenylalanine